CSC1=NC=C(C(=N1)NC1COCC1)CN[C@H]1CCN(C2=CC=CC=C12)C(=O)OC(C)(C)C (4S)-tert-butyl 4-(((2-(methylthio)-4-((tetrahydrofuran-3-yl)amino)pyrimidin-5-yl)methyl)amino)-3,4-dihydroquinoline-1(2H)-carboxylate